(S)-N-(4-(3-aminopiperidin-1-yl)-5-(4-morpholinophenyl)pyridin-2-yl)-1-isopropyl-1H-pyrazolo[3,4-b]pyridin-6-amine N[C@@H]1CN(CCC1)C1=CC(=NC=C1C1=CC=C(C=C1)N1CCOCC1)NC1=CC=C2C(=N1)N(N=C2)C(C)C